3-(Benzo[d]thiazol-2-yl)benzoic acid S1C(=NC2=C1C=CC=C2)C=2C=C(C(=O)O)C=CC2